4'-(pyridin-2-yl)-2',3',6'-tris(trifluoromethyl)-[1,1'-biphenyl] N1=C(C=CC=C1)C1=C(C(=C(C(=C1)C(F)(F)F)C1=CC=CC=C1)C(F)(F)F)C(F)(F)F